OC1CC2(C1)CCN(CC2)C=2C=CC1=S3C=4NC[C@H](NC(C4CC3=CC=C1N2)=O)C (15R)-5-(2-hydroxy-7-azaspiro[3.5]nonan-7-yl)-15-methyl-1-thia-6,14,17-triazatetracyclo[8.8.0.02,7.012,18]octadeca-1,3,5,7,9,12(18)-hexaen-13-one